COC1=CC=C(C=C1)NC=1C(=NC=C(N1)OCC(F)(F)F)C(=O)O 3-((4-methoxyphenyl)amino)-5-(2,2,2-trifluoroethoxy)pyrazine-2-carboxylic acid